BrC1=CC=C(C(=C1F)NCC1=CC=C(C=C1)OC)N 5-bromo-6-fluoro-N1-(4-methoxybenzyl)benzene-1,2-diamine